C12(CCCC3=CC=CC=C13)CC(CCC2)=O 3',4'-dihydro-2'H-spiro[cyclohexane-1,1'-naphthalene]-3-one